N[C@@H](C(=O)NC1=CC=CC=C1)CCC(C)(F)F (R)-2-amino-5,5-difluoro-N-phenylhexanamide